(5'S,7a'R)-1-(furan-3-carbonyl)-5'-phenyl-tetrahydro-3'H-spiro[piperidine-4,2'-pyrrolo[2,1-b][1,3]oxazol]-3'-one O1C=C(C=C1)C(=O)N1CCC2(C(N3[C@H](O2)CC[C@H]3C3=CC=CC=C3)=O)CC1